tri(4-(pyridin-3-yl)phenyl)amine N1=CC(=CC=C1)C1=CC=C(C=C1)N(C1=CC=C(C=C1)C=1C=NC=CC1)C1=CC=C(C=C1)C=1C=NC=CC1